4-Bromo-3-(2-chloro-5-fluorophenyl)-6-[(tridecylmethyl)amino]-2,3-dihydro-1H-pyrrolo[4,3-f]isoquinolin-1-one BrC1=C2C(=C3C=CN=C(C3=C1)NCCCCCCCCCCCCCC)C(NC2C2=C(C=CC(=C2)F)Cl)=O